COC(=O)C1=NN(C(=C1)OS(=O)(=O)C(F)(F)F)C1CC1 cyclopropyl-5-(((trifluoromethyl)sulfonyl)oxy)-1H-pyrazole-3-carboxylic acid methyl ester